(2R,3aS,6S,6aR)-6-((6-amino-7-fluoro-1,5-naphthyridin-3-yl)methyl)-2-(4-methyl-7H-pyrrolo[2,3-d]pyrimidin-7-yl)hexahydro-3aH-cyclopenta[b]furan-3,3a-diol NC=1N=C2C=C(C=NC2=CC1F)C[C@@H]1CC[C@]2([C@@H]1O[C@H](C2O)N2C=CC1=C2N=CN=C1C)O